C(C)(C)(C)C1(C(C=O)C=CC(=C1)C(C)(C)C)O 2,4-di-tert-butylsalicylaldehyde